ClC=1C=C2C(=CC(=NC2=CC1)C(F)(F)F)NC1CCC(CC1)NC(=O)C=1C=C(C(=O)OC)C=CC1 methyl 3-{[(1s,4s)-4-{[6-chloro-2-(trifluoromethyl)quinolin-4-yl]amino}cyclohexyl]carbamoyl}benzoate